(R)-N-((S)-5-(fluoromethyl)-1,3-dihydrospiro[indene-2,4'-piperidin]-3-yl)-2-methylpropane-2-sulfinamide FCC=1C=C2[C@H](C3(CCNCC3)CC2=CC1)N[S@](=O)C(C)(C)C